NC1=C(C=C(C=C1)C=1C=C(C=2N=C(N=CC2N1)NC1CCC(CC1)NC(OC(C)(C)C)=O)OC)F tert-Butyl N-[4-[[6-(4-amino-3-fluoro-phenyl)-8-methoxy-pyrido[3,2-d]pyrimidin-2-yl]amino]cyclohexyl]carbamate